[Br-].O\N=C\C1=CC=[N+](C=C1)CC(C1=CC=CC=C1)=O (E)-4-((Hydroxyimino)methyl)-1-(2-oxo-2-phenylethyl)pyridin-1-ium bromide